C(C(C)(C)C)OC1=NC=CC(=C1)B1OC(C(O1)(C)C)(C)C 2-(neopentyloxy)-4-(4,4,5,5-tetramethyl-1,3,2-dioxaborolan-2-yl)pyridine